8-acetoxy-2-chloro-7,8-dihydro-1,6-naphthyridin C(C)(=O)OC1CN=CC=2C=CC(=NC12)Cl